CN1N=CC2=CC=C(C=C12)C1CCC(CC1)OC[C@@H]1CNCC[C@@H]1NS(=O)(=O)C N-((3R,4S)-3-(((4-(1-methyl-1H-indazol-6-yl)cyclohexyl)oxy)methyl)piperidin-4-yl)methanesulfonamide